(3R,4R)-4-{[5-(2,4-difluoro-phenyl)-isoxazole-3-carbonyl]-amino}-1-(2-hydroxy-ethyl)-piperidine-3-carboxylic acid methyl-phenethyl-amide CN(C(=O)[C@@H]1CN(CC[C@H]1NC(=O)C1=NOC(=C1)C1=C(C=C(C=C1)F)F)CCO)CCC1=CC=CC=C1